N-(3-(2-(bicyclo[1.1.1]pentan-1-yl)-5-(2-((2,2-dioxido-2-thiaspiro[3.3]heptan-6-yl)amino)pyrimidin-4-yl)thiazol-4-yl)-2-fluorophenyl)-2-(difluoromethyl)-6-fluorobenzenesulfonamide C12(CC(C1)C2)C=2SC(=C(N2)C=2C(=C(C=CC2)NS(=O)(=O)C2=C(C=CC=C2F)C(F)F)F)C2=NC(=NC=C2)NC2CC1(CS(C1)(=O)=O)C2